FC1(CN(CCC1)CC[C@@H]([C@@H](C(=O)O)C)NC(=O)C1=NN(C(=C1)C1=C(C=CC=C1)C(F)(F)F)C1=NC=CC=C1)F (2S,3S)-5-(3,3-difluoropiperidin-1-yl)-2-methyl-3-{[1-(pyridin-2-yl)-5-[2-(trifluoromethyl)phenyl]-1H-pyrazol-3-yl]formamido}pentanoic acid